[4-(5-chlorooxazolo[4,5-b]pyridin-2-yl)piperazin-1-yl]-[4-(2,2-difluoro-5-azaspiro[2.4]heptan-5-yl)phenyl]methanone ClC1=CC=C2C(=N1)N=C(O2)N2CCN(CC2)C(=O)C2=CC=C(C=C2)N2CC1(C(C1)(F)F)CC2